2,2-difluoro-1-(2-fluoro-ethoxy)propane FC(COCCF)(C)F